4,4'-bipyridine hydrochloride Cl.N1=CC=C(C=C1)C1=CC=NC=C1